OC1=C(C(=C(O1)O)O)O tetrahydroxyfuran